4-propylphenol C(CC)C1=CC=C(C=C1)O